CNC=1C=C(C=CC1[N+](=O)[O-])N1CC(N(CC1)C(=O)OC(C)(C)C)C(=O)OC(C)(C)C Ditert-butyl 4-[3-(methylamino)-4-nitro-phenyl]piperazine-1,2-dicarboxylate